5-((3-(((4-methoxybenzyl)(methyl)amino)methyl)-2-methylbenzofuran-7-yl)oxy)indoline-1-carboxylic acid tert-butyl ester C(C)(C)(C)OC(=O)N1CCC2=CC(=CC=C12)OC1=CC=CC=2C(=C(OC21)C)CN(C)CC2=CC=C(C=C2)OC